N(C(=O)C)C=1C=C(C2=C(OCO2)C1)C=CCC(=O)O 4-(6-Acetaminobenzo[d][1,3]dioxol-4-yl)but-3-enoic acid